C(C=C)SSC[C@H](N)C(=O)O S-allylmercapto-cysteine